BrC1=NC(=CC=C1)Cl 2-bromo-6-chloropyridine